tert-butyl 2-amino-3-cyano-spiro[5,6-dihydrocyclopenta[b]thiophene-4,3'-azetidine]-1'-carboxylate NC1=C(C2=C(S1)CCC21CN(C1)C(=O)OC(C)(C)C)C#N